The molecule is an organic cation that is the conjugate acid of rhodomycin D, obtained by protonation of the amino group; major species at pH 7.3. It is an ammonium ion derivative and an organic cation. It is a conjugate acid of a rhodomycin D. CC[C@]1(C[C@@H](C2=C([C@H]1C(=O)OC)C(=C3C(=C2O)C(=O)C4=C(C3=O)C=CC=C4O)O)O[C@H]5C[C@@H]([C@@H]([C@@H](O5)C)O)[NH3+])O